O[C@H]1C[C@@H](NC1)C(=O)N1CCN(CC1)C(=O)C1=C(C=C(C=C1)NC=1C=2N(C=CN1)C(=CN2)C=2C(=NNC2)C(F)(F)F)C [4-[(2R,4S)-4-hydroxypyrrolidine-2-carbonyl]piperazin-1-yl]-[2-methyl-4-[[3-[3-(trifluoromethyl)-1H-pyrazol-4-yl]imidazo[1,2-a]pyrazin-8-yl]amino]phenyl]methanone